COC=1C=C(C=CC1OC)CCC(O)C=1C=C(C=CC1)O 3-(3-(3,4-dimethoxyphenyl)-1-hydroxypropyl)phenol